2-(benzyloxy)ethyl-(phenyl)sulfane C(C1=CC=CC=C1)OCCSC1=CC=CC=C1